ClC1=C(CNC(=O)[C@]2(C=3C=CC=NC3[C@](CC2)(O)CC#N)F)C=CC(=C1)F (5s,8r)-N-(2-chloro-4-fluorobenzyl)-8-(cyanomethyl)-5-fluoro-8-hydroxy-5,6,7,8-tetrahydroquinoline-5-carboxamide